6-(6-((4-chloro-2-fluorobenzyl)oxy)pyridin-2-yl)-1,3-oxazin-2-one ClC1=CC(=C(COC2=CC=CC(=N2)C2=CC=NC(O2)=O)C=C1)F